(4-(((tert-butoxycarbonyl)amino)methyl)-3-fluorophenyl)boronic acid C(C)(C)(C)OC(=O)NCC1=C(C=C(C=C1)B(O)O)F